CC1=C(C#N)C=CC(=C1)OC=1C=NC(=CC1)C(C(CN1N=CN=C1)(O)C1=C(C=C(C=C1)F)F)(F)F methyl-4-[[6-[2-(2,4-difluorophenyl)-1,1-difluoro-2-hydroxy-3-(1,2,4-triazol-1-yl)propyl]-3-pyridinyl]oxy]benzonitrile